2-butyloctan-ol C(CCC)C(CO)CCCCCC